Cl.NCC1(CCC1)C(=O)O 1-(aminomethyl)cyclobutanecarboxylic acid hydrochloride salt